2-(oxazol-2-yl)-4-phenylthiazol-5-amine O1C(=NC=C1)C=1SC(=C(N1)C1=CC=CC=C1)N